Methyl 2-(N-(4-(4-(2-(4,4-difluoropiperidin-1-yl)-6-methylpyrimidin-4-yl)-1H-pyrazol-1-yl)-3-(6-azaspiro[2.5]octan-6-yl)phenyl)sulfamoyl)acetate FC1(CCN(CC1)C1=NC(=CC(=N1)C=1C=NN(C1)C1=C(C=C(C=C1)NS(=O)(=O)CC(=O)OC)N1CCC2(CC2)CC1)C)F